8-oxa-1,4-diazabicyclo[4.4.0]decane hydrochloride Cl.N12CCNCC2COCC1